4,5-diamino-6-chloro-2-propylthiopyrimidine NC1=NC(=NC(=C1N)Cl)SCCC